(2R,4R)-N-((S)-1-(((3-amino-1H-indazol-6-yl)methyl)amino)-1-oxopropan-2-yl)-4-phenylpyrrolidine-2-carboxamide trifluoroacetate FC(C(=O)O)(F)F.NC1=NNC2=CC(=CC=C12)CNC([C@H](C)NC(=O)[C@@H]1NC[C@H](C1)C1=CC=CC=C1)=O